(2R,5S)-tert-butyl 5-methyl-2-(4-((1-methylpiperidin-4-yl)Methoxy)phenyl)piperidine-1-carboxylate C[C@H]1CC[C@@H](N(C1)C(=O)OC(C)(C)C)C1=CC=C(C=C1)OCC1CCN(CC1)C